N-(2-(2-cyano-2-(10-methylacridin-9(10H)-ylidene)acetamido)ethyl)methacrylamide C(#N)C(C(=O)NCCNC(C(=C)C)=O)=C1C2=CC=CC=C2N(C=2C=CC=CC12)C